BrC1=NN=CC2=C(C=CC=C12)C=1C=NNC1 1-bromo-5-(1H-pyrazol-4-yl)phthalazine